3-{5-[(R)-(1,3-dimethyl-azetidin-3-yl)-hydroxy-(4-isopropyl-phenyl)-methyl]-pyridin-3-yl}-but-3-en-1-ol CN1CC(C1)(C)[C@@](C=1C=C(C=NC1)C(CCO)=C)(C1=CC=C(C=C1)C(C)C)O